NC1=NC=C(C(=N1)C(=O)NCCC1=C(C=C(C=C1)Cl)Cl)OC1=CC(=CC=C1)C1CC1 2-amino-5-(3-cyclopropylphenoxy)-N-[2-(2,4-dichlorophenyl)ethyl]pyrimidine-4-carboxamide